FC=1C=C(C=CC1S(=O)C1CN(C1)C(CCC1=C(C=C(C=C1)C(F)(F)F)CN1N=C(N=N1)C)=O)S(=O)(=O)N 3-fluoro-4-[1-[3-[2-[(5-methyltetrazol-2-yl)methyl]-4-(trifluoromethyl)phenyl]propanoyl]-azetidin-3-yl]sulfinylbenzenesulfonamide